4-azido-7-(trifluoromethyl)isochromane N(=[N+]=[N-])C1COCC2=CC(=CC=C12)C(F)(F)F